[2-[(1R)-1-cyclopropylethyl]-6-isopropyl-phenyl]N-[(1R)-1-phenylethyl]carbamate C1(CC1)[C@@H](C)C1=C(C(=CC=C1)C(C)C)OC(N[C@H](C)C1=CC=CC=C1)=O